N[C@H](C(=O)N1N[C@@H](CCC1)C(=O)OC)CC=1SC=C(N1)Br Methyl (S)-1-((S)-2-amino-3-(4-bromothiazol-2-yl)propanoyl)hexahydropyridazine-3-carboxylate